C(C)(C)(C)C=1C(=C(C=C(C1)CCC(=O)OC)N1N=C2C(=N1)C=CC=C2)O 2-[3'-tert-butyl-5'-(2-methoxycarbonylethyl)-2'-hydroxyphenyl]-benzotriazole